C([O-])(O)=O.C1(CCCC1)N1C=[N+](C=C1)C1CCCC1 1,3-dicyclopentyl-imidazolium bicarbonate